C(#N)C1=CN=C2N1N=C(C=C2NC2=CC=C(C(=N2)N(C)C)C(=O)N(CCC2=NC=CC=C2)C)N[C@H]2[C@@H](CCCC2)O 6-[(3-cyano-6-{[(1R,2R)-2-hydroxycyclohexyl]amino}imidazo[1,2-b]pyridazin-8-yl)amino]-2-(dimethylamino)-N-methyl-N-[2-(pyridin-2-yl)ethyl]pyridine-3-carboxamide